5-[1-(2H3)methyl-1H-pyrazol-4-yl]-2-{6-[(2,2,6,6-tetramethylpiperidin-4-yl)oxy]pyridazin-3-yl}pyridin-3-ol C(N1N=CC(=C1)C=1C=C(C(=NC1)C=1N=NC(=CC1)OC1CC(NC(C1)(C)C)(C)C)O)([2H])([2H])[2H]